COC1=C(C=C2C(=NC(=NC2=C1)C)N[C@H](C)C=1C(=C(C#N)C=CC1)C)N1CCC(CC1)N1CCOCC1 (R)-3-(1-((7-methoxy-2-methyl-6-(4-morpholinopiperidin-1-yl)quinazolin-4-yl)amino)ethyl)-2-methylbenzonitrile